1,10-dihydroxydecane OCCCCCCCCCCO